propyldimethoxysilane C(CC)[SiH](OC)OC